C1C(CC2=CC=CC=C12)[C@@H]1C(N([C@@H](C(N1)=O)[C@H](CC)C)[C@@H](C(=O)N1CCOCC1)C=1N=C(OC1)C)=O (3r,6r)-3-(2,3-dihydro-1H-inden-2-yl)-1-[(1R)-1-(2-methyl-1,3-oxazol-4-yl)-2-(4-morpholinyl)-2-oxoethyl]-6-[(1S)-1-methylpropyl]-2,5-piperazinedione